N(=[N+]=[N-])CCCCCNC(COCCOCCOC)=O N-(5-azidopentyl)-2-(2-(2-methoxyethoxy)ethoxy)acetamide